2-fluoro-5-((7-(oxetan-3-yloxy)-4-oxo-3,4-dihydrophthalazin-1-yl)methyl)benzoic acid FC1=C(C(=O)O)C=C(C=C1)CC1=NNC(C2=CC=C(C=C12)OC1COC1)=O